BrC=1C=CC2=C(NC(=N2)C2=NNC3=CC=C(C=C23)C(=O)OC)C1 methyl 3-(6-bromo-1H-benzo[d]imidazol-2-yl)-1H-indazole-5-carboxylate